ClC1=CC=C(C=C1)CNC(=O)C1CCN(CC1)C=1C2=C(N=CN1)OC(=C2C)C N-[(4-chlorophenyl)methyl]-1-(5,6-dimethylfuro[2,3-d]pyrimidin-4-yl)piperidine-4-carboxamide